C1(=CC=CC=C1)C1=CC(=C(C=C1)B(O)O)C1=CC=CC=C1 [1,1':3',1''-terphenyl]-4'-ylboronic acid